CC(C)OC(=O)CCOC(C1=C(C=C(C(=C1)[N+](=O)[O-])F)Cl)=O 2-chloro-4-fluoro-5-nitrobenzoic acid (1-methyl-1-ethoxycarbonyl)ethyl ester